N[C@@H](C1=CC=C(C=C1)O)C(=O)O nortyrosine